C(C1=CC=CC=C1)N(C1=CC=C(C=C1)[C@](C(=O)[O-])(C(F)(F)F)O)CC1=CC=CC=C1 (S)-2-(4-(dibenzylamino)phenyl)-3,3,3-trifluoro-2-hydroxypropanoate